FC(C1=NC(=NO1)C=1C=C2CC[C@H](C2=CC1)NC(C1=CC(=NC=C1)CO)=O)F (R)-N-(5-(5-(difluoromethyl)-1,2,4-oxadiazol-3-yl)-2,3-dihydro-1H-inden-1-yl)-2-(hydroxymethyl)isonicotinamide